6-methyltetrahydro-2H-pyran-3-yl 2-((tert-butyldiphenylsilyl)oxy)acetate [Si](C1=CC=CC=C1)(C1=CC=CC=C1)(C(C)(C)C)OCC(=O)OC1COC(CC1)C